5-Fluoro-6-(2-methoxyethoxy)-3-(3-{4-[3-(piperidin-1-yl)azetidine-1-carbonyl]phenyl}-1,2-oxazol-5-yl)-1H-indazole FC=1C=C2C(=NNC2=CC1OCCOC)C1=CC(=NO1)C1=CC=C(C=C1)C(=O)N1CC(C1)N1CCCCC1